7-(1H-Imidazol-4-yl)-3-isopropyl-2-(4-methyl-3,4-dihydro-2H-benzo[b][1,4]oxazin-7-yl)imidazo[2,1-f][1,2,4]triazin-4(3H)-one N1C=NC(=C1)C1=CN=C2C(N(C(=NN21)C=2C=CC1=C(OCCN1C)C2)C(C)C)=O